N-[1-(2,1,3-benzothiadiazol-5-yl)ethyl]-6,7-dimethoxy-2-methylquinazolin-4-amine N=1SN=C2C1C=CC(=C2)C(C)NC2=NC(=NC1=CC(=C(C=C21)OC)OC)C